NC1=CC=C(C=N1)N1C[C@H](CCC1)N(CCC1=CC(=NC=C1)OC)CC=1C(C2=CC(=C(C=3OCC(N(C1)C32)C)F)F)=O 11-[[[(3S)-1-(6-amino-3-pyridyl)-3-piperidyl]-[2-(2-methoxy-4-pyridyl)ethyl]amino]methyl]-6,7-difluoro-2-methyl-4-oxa-1-azatricyclo[7.3.1.05,13]trideca-5(13),6,8,11-tetraen-10-one